NC=1C=C(C=CC1)S(=O)(=O)N(C)C 3-amino-N,N-dimethylbenzene-sulfonamide